C(C)(C)(C)C1=C(C(=C2C3=C(N=C(N=C13)N1CC(C1)N(C)C)N1[C@H](CO2)CNCC1)Cl)Br tert-butyl-(S)-5-bromo-6-chloro-2-(3-(dimethylamino)azetidin-1-yl)-8a,9,11,12-tetrahydropyrazino-[2',1':3,4][1,4]oxazepino[5,6,7-de]quinazoline